tert-butyl (3S,5S)-3-((4-(2-((4-amino-3-fluoro-2-methylnaphthalen-1-yl) oxy) pyridin-3-yl) pyrimidin-2-yl) amino)-5-fluoropiperidine-1-carboxylate NC1=C(C(=C(C2=CC=CC=C12)OC1=NC=CC=C1C1=NC(=NC=C1)N[C@@H]1CN(C[C@H](C1)F)C(=O)OC(C)(C)C)C)F